IC1=C(N=C2N1N=C(C=C2C=2C=NC=CC2C(F)(F)F)NC(OC(C)(C)C)=O)C tert-Butyl (3-iodo-2-methyl-8-(4-(trifluoromethyl)pyridin-3-yl)imidazo[1,2-b]pyridazin-6-yl)carbamate